6-Chloro-N-ethoxy-4-((2-(methoxy-d3)-3-(pyrimidin-2-yl)phenyl)amino)nicotinamide ClC1=NC=C(C(=O)NOCC)C(=C1)NC1=C(C(=CC=C1)C1=NC=CC=N1)OC([2H])([2H])[2H]